OC1[C@H]([C@H](C[C@H](C1)C)C(=O)NCCC1=CC(=CC=C1)O)C(C)C (1S,2S,5R)-3-hydroxy-N-(3-hydroxyphenylethyl)-2-isopropyl-5-methylcyclohexane-1-carboxamide